FC1=C(C=C(C=C1C)C1=C(C=C(C=C1C)C)C)[C@H](CC(=O)O)NC([C@H](CC(C)C)N1C(N=C(C(=C1)CCN1CC(C1)F)C(C)C)=O)=O (S)-3-(4-fluoro-2',4',5,6'-tetramethyl-[1,1'-biphenyl]-3-yl)-3-((S)-2-(5-(2-(3-fluoroazetidin-1-yl)ethyl)-4-isopropyl-2-oxopyrimidin-1(2H)-yl)-4-methylpentanamido)propanoic acid